N1=CC=C2N1C1=C(OCC2)N=CC(=C1)NC(OC(C)(C)C)=O tert-butyl 4,5-dihydropyrazolo[1,5-d]pyrido[2,3-b][1,4]oxazepin-9-ylcarbamate